OOOOOOOOCCCCCCCCCCCCCCCCCCC octaoxaheptacosan